P(=O)(OC(CCCCCCCCCCCCCCC)=O)(OC(CCCCCCCCCCCCCCC)=O)OC(CCCCCCCCCCCCCCC)=O tripalmitoyl phosphate